oxazolo[5,4-d]thiazole O1C=NC2=C1N=CS2